N-(4-(3-amino-7-(imidazo[1,2-a]pyrazin-3-yl)-1H-pyrazolo[4,3-c]pyridin-4-yl)benzyl)-5-fluoro-2-methoxybenzamide NC1=NNC2=C1C(=NC=C2C2=CN=C1N2C=CN=C1)C1=CC=C(CNC(C2=C(C=CC(=C2)F)OC)=O)C=C1